ClC=1C=C(C=CC1F)[C@@H](NC(=O)[C@@H]1CNC(O1)=O)C1=NNC(=C1)C(F)(F)F (S)-N-((R)-(3-chloro-4-fluorophenyl)(5-(trifluoromethyl)-1H-pyrazol-3-yl)methyl)-2-oxooxazolidine-5-carboxamide